OCC1N(CCC1)C(C(C)C1=CC=C(C=C1)NC(OCC1=CC=C(C=C1)OC)=O)=O 4-methoxybenzyl (4-(1-(2-(hydroxymethyl)pyrrolidin-1-yl)-1-oxopropan-2-yl)phenyl)carbamate